F[C@@H]1C[C@H](N(C1)C(CC1=NC=CC=C1)=O)C(=O)N[C@H](C1=CC=C(C=C1)C(C)C)C1=CC=CC=C1 (2S,4R)-4-fluoro-N-[(S)-phenyl[4-(propan-2-yl)phenyl]methyl]-1-[2-(pyridin-2-yl)acetyl]pyrrolidine-2-carboxamide